3-[(3R)-3-[1-[5-cyclopropyl-4-[[(1R)-1-(2,4-dichlorophenyl)ethyl]amino]pyrimidin-2-yl]azetidin-3-yl]-1-piperidyl]-1-methyl-cyclobutanecarboxylic acid C1(CC1)C=1C(=NC(=NC1)N1CC(C1)[C@@H]1CN(CCC1)C1CC(C1)(C(=O)O)C)N[C@H](C)C1=C(C=C(C=C1)Cl)Cl